3-[7-(Trifluoromethyl)dibenzo[b,e][1,4]oxazepin-5(11H)-yl]propan-1-amine FC(C1=CC2=C(OCC3=C(N2CCCN)C=CC=C3)C=C1)(F)F